NC1=C(C=CC(=C1)CCC1=CC=C(C=C1)C(F)(F)F)NC(CCCCC[C@@H](CF)F)=O (7S)-N-(2-Amino-4-(4-(trifluoromethyl)phenethyl)phenyl)-7,8-difluorooctanamid